5-amino-1-naphthacenenitrile NC1=C2C=CC=C(C2=CC2=CC3=CC=CC=C3C=C12)C#N